C(C)OC1(CC1)C=1C=C2C(=CC=NC2=CC1)C(=O)O 6-(1-ethoxycyclopropyl)quinoline-4-carboxylic acid